azaspiro[2.4]heptane N1CC12CCCC2